3-[[(2S,6R)-4-acetyl-2-[[bis(4-methoxyphenyl)-phenyl-methoxy]methyl]-6-(5-methyl-2,4-dioxo-pyrimidin-1-yl)morpholin-2-yl]methoxy-(diisopropylamino)phosphanyl]oxypropanenitrile C(C)(=O)N1C[C@](O[C@H](C1)N1C(NC(C(=C1)C)=O)=O)(COC(C1=CC=CC=C1)(C1=CC=C(C=C1)OC)C1=CC=C(C=C1)OC)COP(OCCC#N)N(C(C)C)C(C)C